ethyl 3-[1-[tert-butyl(dimethyl)silyl]oxyethyl]-4,5-dihydroisoxazole-5-carboxylate [Si](C)(C)(C(C)(C)C)OC(C)C1=NOC(C1)C(=O)OCC